[1-(5-amino-2,2-dimethyl-3H-furo[2,3-B]pyridin-6-yl)-4-piperidinyl]methanol tert-butyl-4-(4-bromo-1-methyl-1H-pyrazol-5-yl)piperazine-1-carboxylate C(C)(C)(C)C1N(CCN(C1)C1=C(C=NN1C)Br)C(=O)OCC1CCN(CC1)C1=C(C=C2C(=N1)OC(C2)(C)C)N